COCC1(C=CC=2CCCCC12)COC 1,1-bis(methoxymethyl)-4,5,6,7-tetrahydroindene